C(C)OC(=O)C=1N=C(N(C1)C)CC1=CC=C(C=C1)OC.C(CCCCCCCCC)C1=C(C=CC=C1)C(Br)(C1=C(C=CC=C1)CCCCCCCCCC)C1=C(C=CC=C1)CCCCCCCCCC tris(decylphenyl)bromomethane Ethyl-2-(4-methoxybenzyl)-1-methyl-1H-imidazole-4-carboxylate